Cl.BrC(C(=O)NN)(C)C 2-bromo-2-methylpropanehydrazide hydrogen chloride